C(C)N(S(=O)(=O)NC=1C(=C(OC=2C=C3C(N(C=NC3=CC2)C=2C=NC(=NC2)N2CCN(CC2)C(=O)OC(C)(C)C)=O)C(=CC1)F)F)C tert-butyl 4-[5-[6-[3-[[ethyl(methyl)sulfamoyl]amino]-2,6-difluoro-phenoxy]-4-oxo-quinazolin-3-yl]pyrimidin-2-yl]piperazine-1-carboxylate